CCCCCCCCC(C)C(C(=O)N)CC Decan-9-ylbutanamide